bis-(2,6-dichlorobenzoyl)-2-naphthylphosphine oxide ClC1=C(C(=O)P(C2=CC3=CC=CC=C3C=C2)(C(C2=C(C=CC=C2Cl)Cl)=O)=O)C(=CC=C1)Cl